Ethyl (S)-3-(4'-cyclopentyl-5-cyclopropyl-4-fluoro-2'-methyl-6'-(pent-4-en-1-yloxy)-[1,1'-biphenyl]-3-yl)-3-((R)-2-((methylsulfonyl)oxy)pent-4-enamido)propanoate C1(CCCC1)C1=CC(=C(C(=C1)OCCCC=C)C1=CC(=C(C(=C1)C1CC1)F)[C@H](CC(=O)OCC)NC([C@@H](CC=C)OS(=O)(=O)C)=O)C